ClC1=C(C=CC(=C1)Cl)[C@H]([C@@H](CC)O)O 1-(2,4-dichlorophenyl)-(R,R)-1,2-butanediol